NCCOC1=CC=C(C=C1)C1=NC(=NN1C1OCCCC1)N(C(OC(C)(C)C)=O)C=1C=C2C=NN(C2=CC1)C1OCCCC1 tert-butyl N-[5-[4-(2-aminoethoxy)phenyl]-1-tetrahydropyran-2-yl-1,2,4-triazol-3-yl]-N-(1-tetrahydropyran-2-ylindazol-5-yl)carbamate